N-(5-(3-(9H-purin-6-yl)pyridin-2-ylamino)-2-fluorophenyl)-3-methoxy-5-(trifluoromethoxy)benzamide N1=CN=C2NC=NC2=C1C=1C(=NC=CC1)NC=1C=CC(=C(C1)NC(C1=CC(=CC(=C1)OC(F)(F)F)OC)=O)F